2-(2-(4,4-difluoropiperidin-1-yl)-4-nitrophenoxy)pyridine FC1(CCN(CC1)C1=C(OC2=NC=CC=C2)C=CC(=C1)[N+](=O)[O-])F